2-methyloctadecane CC(C)CCCCCCCCCCCCCCCC